BrC1=CC=C(C=C1)N(C(C=C)=O)C1=C(C=C(C=C1)C1=CC=C(C=C1)F)C#N N-(4-bromophenyl)-N-(3-cyano-4'-fluoro-[1,1'-biphenyl]-4-yl)acrylamide